FC=1C=C(C=C(C1)F)[C@@H]1N(OCC1)C1=CC(=NC=N1)NC=1C(=CC(=C(C1)NC(C=C)=O)N1CCN(CC1)C)OC N-(5-((6-((R)-3-(3,5-difluorophenyl)isoxazolidine-2-yl)pyrimidine-4-yl)amino)-4-methoxy-2-(4-methylpiperazine-1-yl)phenyl)acrylamide